CN1N=CC=C1C=1C(=NNC(C1)=O)C#N 4-(1-methyl-1H-pyrazol-5-yl)-6-oxo-1,6-dihydropyridazine-3-carbonitrile